CO[C@]1(C2=CC=C3[C@]4(CC[C@]5(CC[C@](C[C@H]5[C@@]4(CC[C@]3(C2=CC(C1=O)=O)C)C)(C#N)C)C)C)C (2R,4aS,6aS,9S,12bR,14aS,14bR)-9-methoxy-2,4a,6a,9,12b,14a-hexamethyl-10,11-dioxo-1,2,3,4,4a,5,6,6a,9,10,11,12b,13,14,14a,14b-hexadecahydropicene-2-carbonitrile